(S)-quinuclidin-3-yl (5-(3-ethoxyphenyl)-6-methoxy-2,2-dimethyl-2,3-dihydro-1H-inden-1-yl)carbamate C(C)OC=1C=C(C=CC1)C=1C=C2CC(C(C2=CC1OC)NC(O[C@@H]1CN2CCC1CC2)=O)(C)C